pyridine Methyl-4-amino-3-chloro-6-[1-(2,2-dimethylpropionyl)-7-fluoro-1H-indol-6-yl]-5-fluoropyridine-2-carboxylate COC(=O)C1=NC(=C(C(=C1Cl)N)F)C1=CC=C2C=CN(C2=C1F)C(C(C)(C)C)=O.N1=CC=CC=C1